ClC1=CC(=C(CN2C(NC(C3=C2C=CN3)=O)=C=S)C=C1)[C@@H]1NCCOC1 (S)-1-(4-chloro-2-(morpholin-3-yl)benzyl)-2-thiocarbonyl-1,2,3,5-tetrahydro-4H-pyrrolo[3,2-d]pyrimidin-4-one